ClC1=CC(=C(C=C1)C=1C=C2C(=NC1)NC=C2C(=O)C=2C(=C(C(=CC2)F)NS(=O)(=O)CCC)F)C N-(3-(5-(4-chloro-2-methylphenyl)-1H-pyrrolo[2,3-b]pyridine-3-carbonyl)-2,6-difluorophenyl)propane-1-sulfonamide